C1(=CC=CC=C1)N1C2=CC=CC=C2C=2C=C(C=CC12)OB(O)O 9-phenyl-9H-carbazol-3-yl-boric acid